OCCN1C(CCC1)=O 1-(2-hydroxyethyl)pyrrolidin-2-one